(R)-2-(3-(4-amino-2-oxo-3-(4-phenoxyphenyl)-2,3-dihydro-1H-imidazo[4,5-c]pyridin-1-yl)piperidine-1-carbonyl)-3-(4-ethyltetrahydro-2H-pyran-4-yl)acrylonitrile NC1=NC=CC2=C1N(C(N2[C@H]2CN(CCC2)C(=O)C(C#N)=CC2(CCOCC2)CC)=O)C2=CC=C(C=C2)OC2=CC=CC=C2